Tert-butyl 4-(4-(ethoxycarbonyl)-1H-1,2,3-triazol-1-yl)piperidine-1-carboxylate C(C)OC(=O)C=1N=NN(C1)C1CCN(CC1)C(=O)OC(C)(C)C